1-[(4-methoxy-2-methyl-phenyl)carbamothioyl]-3-[[4-[1-[4-(trifluoromethyl)phenyl]-1H-1,2,4-triazol-3-yl]phenyl]methyl]urea COC1=CC(=C(C=C1)NC(=S)NC(=O)NCC1=CC=C(C=C1)C1=NN(C=N1)C1=CC=C(C=C1)C(F)(F)F)C